4-FLUORO-N-(3-(METHYLSULFONYL)ALLYL)PIPERIDINE-4-CARBOXAMIDE FC1(CCNCC1)C(=O)NCC=CS(=O)(=O)C